BrC1=CC=C(C=C1)C1CCC(CC1)=O 4-(4-bromophenyl)cyclohexanone